3,5-dibromo-N,N-bis(4-tert-butylphenyl)aniline tert-butyl-(R)-((5-(1,2-dihydroxyethyl)-8-(4-(trifluoromethoxy)phenyl)quinoxalin-6-yl)methyl)carbamate C(C)(C)(C)N(C(O)=O)CC=1C(=C2N=CC=NC2=C(C1)C1=CC=C(C=C1)OC(F)(F)F)[C@H](CO)O.BrC=1C=C(N(C2=CC=C(C=C2)C(C)(C)C)C2=CC=C(C=C2)C(C)(C)C)C=C(C1)Br